C(#N)C(C1=CC=CC2=CC=CC=C12)C=1C(=C(C(=O)N)C=CC1)C (cyano(naphthalen-1-yl)methyl)-2-methylbenzamide